S1C(=NC2=C1C=CC=C2)[C@H](O)C2=C(C=CC(=C2)F)OCOC |r| (±)-benzo[d]thiazol-2-yl-(5-fluoro-2-(methoxymethoxy)phenyl)methanol